N1(CCC1)C(=O)N1[C@H]([C@H](CC1)NS(=O)(=O)C)CC=1CC23C(OC=C2C=CC=C3)=CC1 N-{cis-1-(azetidine-1-carbonyl)-2-[(dibenzo[b,c]furan-2-yl)methyl]pyrrolidin-3-yl}methanesulfonamide